5-(2,4-difluorophenyl)-2-(1-hydroxyethyl)-3,4-dihydro-2H-pyrano[2,3-b]Pyridine-7-Formic acid ethyl ester C(C)OC(=O)C1=CC(=C2C(=N1)OC(CC2)C(C)O)C2=C(C=C(C=C2)F)F